CC(C(=O)OCCCCCCCCCCC)C(=O)OCCCCCCCCCCC Diundecyl 2-methylmalonate